C(C1=CC=CC=C1)SC=1C=C(C=CC1)CCNC(=O)C1=CC=C(C=C1)C1=CC=C(C=C1)C1=N[C@H](C=2N(C3=C1C(=C(S3)C)C)C(=NN2)C)CC(=O)OC methyl {(6S)-4-[4'-({2-[3-(benzylsulfanyl)phenyl]ethyl}carbamoyl)[1,1'-biphenyl]-4-yl]-2,3,9-trimethyl-6H-thieno[3,2-f][1,2,4]triazolo[4,3-a][1,4]diazepin-6-yl}acetate